CN1C=NC(=C1)[SnH3] (1-methylimidazol-4-yl)stannane